C(C)(C)(C)OC(=O)N1C(CCCC1)=C=O 2-Carbonylpiperidine-1-carboxylic acid tert-butyl ester